IC1=CC=C(N=N1)N(C1CC2CCC(C1)N2C(=O)[O-])C 3-[(6-iodopyridazin-3-yl)(methyl)amino]-8-azabicyclo[3.2.1]octane-8-carboxylate